8-(methoxy(methyl)amino)-8-oxooctanoic acid CON(C(CCCCCCC(=O)O)=O)C